7-methoxy-6-aminoquinazolineamide COC1=C(C=C2C=NC(=NC2=C1)C(=O)N)N